NC1=C(C=C(C=2C(C3=CC=CC=C3C(C12)=O)=O)NC1=CC=C(C=C1)C=1N=NNN1)N1CCN(CC1)C1CCCCC1 amino-2-(4-cyclohexylpiperazin-1-yl)-4-{[4-(2H-tetrazol-5-yl)phenyl]amino}anthracene-9,10-dione